2-(3-chlorophenyl)-N-(6-(((6-cyclopropyl-8-(3-methyl-2,4-dioxoimidazolidin-1-yl)imidazo[1,2-a]pyridin-2-yl)methyl)amino)pyrimidin-4-yl)-2-fluorocyclopropane-1-carboxamide ClC=1C=C(C=CC1)C1(C(C1)C(=O)NC1=NC=NC(=C1)NCC=1N=C2N(C=C(C=C2N2C(N(C(C2)=O)C)=O)C2CC2)C1)F